FC1=C(OC2=CC=NC3=CC(=C(C=C23)OC)OCCCCC(=O)[O-])C=CC(=C1)NC(=O)C1(CC1)C(NC1=CC(=CC=C1)Cl)=O.[K+] Kalium 5-[[4-[2-Fluoro-4-[[1-[(3-Chlorophenyl)carbamoyl]cyclopropanecarbonyl] amino]phenoxy]-6-methoxy-7-quinolyl]oxy]valerat